C(C)(C)(C)OC(=O)NC1=CC=C(C=C1)S(=O)(=O)NCC=1N=NN(C1)CC1=CC=C(C=C1)NC(=O)C(C(=O)OCC)CC(C)C ethyl 2-[[4-[[4-[[[4-(tert-butoxycarbonylamino)phenyl]sulfonylamino]methyl]triazol-1-yl]methyl]phenyl]carbamoyl]-4-methyl-pentanoate